2-[3-(8-Cyano-quinolin-5-yl)-5-methyl-piperidin-1-yl]-N-(1-methyl-1H-pyrazol-4-yl)-acetamide C(#N)C=1C=CC(=C2C=CC=NC12)C1CN(CC(C1)C)CC(=O)NC=1C=NN(C1)C